[N].P phosphane nitrogen